1,3-diamino-4,7,10-trioxatridecane NCCC(OCCOCCOCCC)N